diethoxy-1H-benzimidazole-7-carboxylic acid C(C)OC1=NC2=C(N1OCC)C(=CC=C2)C(=O)O